F[P-](F)(F)(F)(F)F.BrC1=CC=C(C=C1)[I+]C1=CC=C(C=C1)Br Di-(4-bromophenyl)-iodonium hexafluoro-phosphat